C(N)(OS(=O)(=O)C1=C(C=CC=C1)C)=O methyl-phenylsulfonyl carbamate